8-chloro-1-isopropyl-1H-[1,2,3]triazolo[4,5-H]quinazoline ClC1=NC=2C3=C(C=CC2C=N1)N=NN3C(C)C